6-(4-(2-(5-Cyclopropyl-3-(2,6-dichlorophenyl)isoxazol-4-yl)ethyl)-5-methyl-1,4-diazacycloheptan-1-yl)-1-methyl-1H-indole-3-carboxylic acid C1(CC1)C1=C(C(=NO1)C1=C(C=CC=C1Cl)Cl)CCN1CCN(CCC1C)C1=CC=C2C(=CN(C2=C1)C)C(=O)O